methyl 2-(3-fluoro-4-methoxyphenyl)-3-oxobutanoate FC=1C=C(C=CC1OC)C(C(=O)OC)C(C)=O